C(C)OC(/C(=C/[O-])/F)=O.[Na+] sodium (Z)-3-ethoxy-2-fluoro-3-oxoprop-1-en-1-olate